4-bromo-2-(6-methyl-1-tosyl-1H-pyrrolo[2,3-b]pyridin-3-yl)thiazole BrC=1N=C(SC1)C1=CN(C2=NC(=CC=C21)C)S(=O)(=O)C2=CC=C(C)C=C2